tert-butyl 4-[2-(2,7-dimethylindazol-5-yl)-7-fluoro-indazol-5-yl]piperidine-1-carboxylate CN1N=C2C(=CC(=CC2=C1)N1N=C2C(=CC(=CC2=C1)C1CCN(CC1)C(=O)OC(C)(C)C)F)C